1,3-bis[2-(3,4-epoxycyclohexyl)ethyl]Tetramethyldisiloxane C1(CC2C(CC1)O2)CC[Si](O[Si](CCC2CC1C(CC2)O1)(C)C)(C)C